N(C1=CC=CC=C1)NNC1=CC=CC=C1 bis(anilino)amine